ClC=1C=C(C=C(C1)Cl)C1=NC(=CC(=C1)CN1CCC(CC1)CNC(=O)NC)OC=1C=NC(=NC1)N1CCN(CC1)CCC(C)S(=O)(=O)C 1-((1-((2-(3,5-dichloro-phenyl)-6-((2-(4-(3-(methylsulfonyl)butyl)piperazin-1-yl)pyrimidin-5-yl)oxy)pyridin-4-yl)methyl)piperidin-4-yl)methyl)-3-methylurea